Tert-Butyl 2-methoxy-4-(4,4,5,5-tetramethyl-1,3,2-dioxaborolan-2-yl)benzoate COC1=C(C(=O)OC(C)(C)C)C=CC(=C1)B1OC(C(O1)(C)C)(C)C